O-phospho-DL-threonine CC(C(C(=O)O)N)OP(=O)(O)O